C1(CC2=C1C=CC=C2)O Benzocyclobutanol